CC1C(OS(=O)(=O)O1)(S)S Dimercaptopropane Sulfate